bis(2-methyl-4-tert-butylinden-1-yl)hafnium CC=1C(C2=CC=CC(=C2C1)C(C)(C)C)[Hf]C1C(=CC2=C(C=CC=C12)C(C)(C)C)C